N[C@H]1CO[C@@H](OC1)CN1C(C(=CC2=C1N=C(N=C2)NC)C2=C(C=C(C=C2)C2=NC(=CC=C2)C)Cl)=O 8-[(trans-5-Amino-1,3-dioxan-2-yl)methyl]-6-[2-chloro-4-(6-methyl-2-pyridinyl)phenyl]-2-(methylamino)-pyrido[2,3-d]pyrimidin-7(8H)-one